C(C)(C)(C)OC(=O)N1CCC2(CC1)C(N(C1=CC(=CC=C12)C1=CC2=C(C(=N1)Cl)N(C=N2)[C@@H](C)CC)C2CC(C2)N2CCCCC2)=O 6-(3-((S)-sec-butyl)-4-chloro-3H-imidazo[4,5-c]pyridin-6-yl)-2-oxo-1-((1S,3R)-3-(piperidin-1-yl)cyclobutyl)spiro[indoline-3,4'-piperidine]-1'-carboxylic acid tert-butyl ester